1,3,4,6-tetrakis(2-sulfanylethyl)tetrahydroimidazo[4,5-d]imidazole-2,5(1H,3H)-dione SCCN1C(N(C2C1N(C(N2CCS)=O)CCS)CCS)=O